2-fluoro-6-[(3-chloro-4-hydroxybenzyl)amino]-9-(oxetan-2-yl)-9H-purine FC1=NC(=C2N=CN(C2=N1)C1OCC1)NCC1=CC(=C(C=C1)O)Cl